phenyl(3-chloro-4-methyl-5-(trifluoromethoxy) phenyl)carbamate C1(=CC=CC=C1)OC(NC1=CC(=C(C(=C1)OC(F)(F)F)C)Cl)=O